tert-butyl 5-[2-methyl-1-(1-oxo-3,4-dihydro-2H-isoquinolin-6-yl) imidazol-4-yl]-3,6-dihydro-2H-pyridine-1-carboxylate CC=1N(C=C(N1)C1=CCCN(C1)C(=O)OC(C)(C)C)C=1C=C2CCNC(C2=CC1)=O